(±)-(4aR,13bS)-10,11-dichloro-4-pivaloyl-1,2,3,4,4a,5,6,13b-octahydro-8H-[1,6]naphthyridino[5,6-b]quinazolin-8-one ClC=1C=C2C(N3C(=NC2=CC1Cl)[C@H]1CCCN([C@@H]1CC3)C(C(C)(C)C)=O)=O |r|